NC\C=C(\CN1C=NC2=C1C=C(C=C2C2=CC(=CC=C2)S(N(C)C)(=O)=O)C(=O)OC)/F Methyl (Z)-1-(4-amino-2-fluorobut-2-en-1-yl)-4-(3-(N,N-dimethylsulfamoyl)phenyl)-1H-benzo[d]imidazole-6-carboxylate